ClC1=C(C=C(OCC(=O)NC23CC(C(CC2)(CC3)C(=O)NCC3=NC=CN=C3)O)C=C1)F 4-[2-(4-chloro-3-fluorophenoxy)acetamido]-2-hydroxy-N-[(pyrazin-2-yl)methyl]bicyclo[2.2.2]octane-1-carboxamide